2-(2-chlorophenyl)-7-(phthalazin-1-yl)-5,7-diazaspiro[3.4]octane-6,8-dione ClC1=C(C=CC=C1)C1CC2(C1)NC(N(C2=O)C2=NN=CC1=CC=CC=C21)=O